6-amino-9-[1'-(azetidin-3-yl)-[1,4'-bipiperidin]-4-yl]-7-[3-fluoro-4-(pyridin-4-yloxy)phenyl]purin-8-one hydrochloride Cl.NC1=C2N(C(N(C2=NC=N1)C1CCN(CC1)C1CCN(CC1)C1CNC1)=O)C1=CC(=C(C=C1)OC1=CC=NC=C1)F